3',3'-Dimethyl-6-methoxy-Spiro[2H-1-benzopyran-2,2'-[2H]indole]-1'(3'H)-propanol CC1(C2(N(C3=CC=CC=C13)CCCO)OC1=C(C=C2)C=C(C=C1)OC)C